(Z)-3-ethyl-5-(furan-3-ylmethylene)-2-thioxoimidazolidin-4-one C(C)N1C(N\C(\C1=O)=C/C1=COC=C1)=S